1,3-bis(3-methoxypropyl)imidazolium acetate C(C)(=O)[O-].COCCCN1C=[N+](C=C1)CCCOC